C(=O)C1=CC(=C(S1)C)C1=C(C(C(C1(F)F)(F)F)(F)F)C1=C(SC(=C1)C=O)C 1,2-bis(5-formyl-2-methylthiophen-3-yl)perfluorocyclopentene